O1C=CC2=C1C=C(C=C2)C=2C=C1CCN(CC1=CC2)C(=O)NC2=CNC1=CC(=C(C=C21)Cl)F 6-(benzofuran-6-yl)-N-(5-chloro-6-fluoro-1H-indol-3-yl)-3,4-dihydroisoquinoline-2(1H)-carboxamide